tert-butyl 3-(3-(benzyloxyamino)-3-oxopropyl)azetidine-1-carboxylate C(C1=CC=CC=C1)ONC(CCC1CN(C1)C(=O)OC(C)(C)C)=O